N(=O)[O-].[Na+] The molecule is an inorganic sodium salt having nitrite as the counterion. Used as a food preservative and antidote to cyanide poisoning. It has a role as an antimicrobial food preservative, an antihypertensive agent, a food antioxidant, a poison and an antidote to cyanide poisoning. It is a nitrite salt and an inorganic sodium salt.